(4-(benzo[b]thiophen-4-yl)-1-(4-((2-oxo-1,2-dihydroquinolin-7-yl)oxy)butyl)piperazin-1-ium-1-yl)methyl (2-isopropoxyethyl) phosphate P(=O)(OC[N+]1(CCN(CC1)C1=CC=CC=2SC=CC21)CCCCOC2=CC=C1C=CC(NC1=C2)=O)(OCCOC(C)C)[O-]